O=C1N[C@H]([C@H]2CC[C@@H]1N2C(=O)OC(C)(C)C)C(=O)OCC 8-tert-butyl 2-ethyl (1R,2R,5S)-4-oxo-3,8-diazabicyclo[3.2.1]octane-2,8-dicarboxylate